N-cyclobutyl-3-({4-[({2-[methyl(methylsulfonyl)amino]pyridin-3-yl}methyl)amino]-5-(trifluoromethyl)pyrimidin-2-yl}amino)benzamide C1(CCC1)NC(C1=CC(=CC=C1)NC1=NC=C(C(=N1)NCC=1C(=NC=CC1)N(S(=O)(=O)C)C)C(F)(F)F)=O